Diphenylethylammonium lead tetraiodide [Pb](I)(I)(I)I.C1(=CC=CC=C1)C(C[NH3+])C1=CC=CC=C1